tert-Butyl(4-((2-(2,6-dioxopiperidin-3-yl)-1-oxoisoindolin-4-yl)(propyl)amino)butyl)carbamate C(C)(C)(C)OC(NCCCCN(CCC)C1=C2CN(C(C2=CC=C1)=O)C1C(NC(CC1)=O)=O)=O